N-(2,2-difluoropropyl)-5-(2-methyl-1-(tetrahydro-2H-pyran-4-yl)-1H-imidazo[4,5-b]pyridin-6-yl)pyrrolo[2,1-f][1,2,4]triazin-2-amine FC(CNC1=NN2C(C=N1)=C(C=C2)C=2C=C1C(=NC2)N=C(N1C1CCOCC1)C)(C)F